FC(C(=O)[O-])(F)F.ClC1=CC=C(C=N1)NC(=O)C1(CC2(CC2)C1)C1=[NH+]C=2CCCN(C2C=C1)C(=O)OC1CC1 2-(5-((6-chloropyridin-3-yl)carbamoyl)spiro[2.3]hexan-5-yl)-5-(cyclopropoxycarbonyl)-5,6,7,8-tetrahydro-1,5-naphthyridin-1-ium 2,2,2-trifluoroacetate